(1r,3r)-3-((5-(1-(2,2-difluoroethyl)-2-methyl-1H-imidazo[4,5-b]pyrazin-6-yl)-7H-pyrrolo[2,3-d]pyrimidin-2-yl)amino)-1-methylcyclobutan-1-ol FC(CN1C(=NC=2C1=NC(=CN2)C2=CNC=1N=C(N=CC12)NC1CC(C1)(O)C)C)F